2-[tert-butyl-(dimethyl)silyl]oxyethanamine C(C)(C)(C)[Si](OCCN)(C)C